C1(CCC1)N[C@@H]1[C@H](CC[C@@H](C1)C1=CC(=CC=C1)C(F)(F)F)NC(OC(C)(C)C)=O tert-butyl ((1S,2S,4S)-2-(cyclobutylamino)-4-(3-(trifluoromethyl)phenyl)cyclohexyl)-carbamate